NCC1CCN(CC1)C1=NC=C(C=N1)C(=O)OC methyl 2-(4-aminomethyl-piperidin-1-yl)-pyrimidine-5-carboxylate